C(#N)C1=C(C=CC=C1)C(C(C)C=1N(C(C(=C(N1)C(=O)[O-])OC)=O)C)C1=CC=CC=C1.[Li+] Lithium 2-[1-(2-cyanophenyl)-1-phenylpropan-2-yl]-5-methoxy-1-methyl-6-oxopyrimidine-4-carboxylate